N-(4-(difluoromethyl)-1,1-dioxidotetrahydro-2H-thiopyran-4-yl)-1-(2-ethoxy-5-fluoropyridin-4-yl)-6-fluoro-3-isopropyl-2-oxo-2,3-dihydro-1H-benzo[d]imidazole-5-carboxamide FC(C1(CCS(CC1)(=O)=O)NC(=O)C1=CC2=C(N(C(N2C(C)C)=O)C2=CC(=NC=C2F)OCC)C=C1F)F